(4-(4-fluoro-2-(trifluoromethyl)phenyl)piperidin-1-yl)(4,5,6,7-tetrahydro-1H-pyrazolo[3,4-c]pyridin-3-yl)methanone hydrochloride Cl.FC1=CC(=C(C=C1)C1CCN(CC1)C(=O)C1=NNC=2CNCCC21)C(F)(F)F